ClC1=NC=C(C(=N1)N)Cl 2,5-dichloropyrimidin-4-amine